C([C@@H](O)C)(=O)[O-].[Fe+2].C([C@@H](O)C)(=O)[O-] iron L-lactate